4-(3-fluorophenyl)-1-(5-(isopropylthio)-4-(4-((2-methoxyethyl)carbamoyl)phenyl)thiazol-2-yl)-3-methyl-1H-pyrazole-5-carboxylic acid FC=1C=C(C=CC1)C=1C(=NN(C1C(=O)O)C=1SC(=C(N1)C1=CC=C(C=C1)C(NCCOC)=O)SC(C)C)C